N[C@H](C(=O)O)CNC(=O)NC[C@@H]1CNCC1 (S)-2-amino-3-(3-(((S)-pyrrolidin-3-yl)methyl)ureido)propanoic acid